(3-(((6-Bromopyrimidin-4-yl)oxy)methyl)bicyclo[1.1.1]pentan-1-yl)(5-(3,5-difluorophenyl)-4,5-dihydro-1H-pyrazol-1-yl)methanone BrC1=CC(=NC=N1)OCC12CC(C1)(C2)C(=O)N2N=CCC2C2=CC(=CC(=C2)F)F